N1C=CC2=CC(=CC=C12)CN1[C@H]2CC(C[C@@H]1CC2)N2C=CC1=CC=C(C=C21)C(=O)N ((1R,3s,5S)-8-((1H-indol-5-yl)methyl)-8-azabicyclo[3.2.1]oct-3-yl)-1H-indole-6-carboxamide